NC1=NC=CC=C1[C@@H](C)N(C1=C(C(=NC(=N1)OCC1(CN(CCC1)C)C)N1CC2(C1)SCC=1SC=C(C12)C#N)C#N)CC [6-[[(1R)-1-(2-amino-3-pyridyl)ethyl]-ethyl-amino]-5-cyano-2-[(1,3-dimethyl-3-piperidyl)methoxy]pyrimidin-4-yl]spiro[6H-thieno[3,4-b]thiophene-4,3'-azetidine]-3-carbonitrile